(2S,3S,4S,5R,6S)-3,4,5-tri(benzyloxy)-2-(bromomethyl)-6-methoxytetrahydro-2H-pyran C(C1=CC=CC=C1)O[C@@H]1[C@H](O[C@@H]([C@@H]([C@H]1OCC1=CC=CC=C1)OCC1=CC=CC=C1)OC)CBr